CC1=C(C(=CC=C1)C)C1=CC(=CC(=C1)C(C)C)C(C)C 4-(2,6-dimethylphenyl)-2,6-diisopropyl-benzene